4-[(tert-butyldimethylsilyl)oxy]butoxyaniline [Si](C)(C)(C(C)(C)C)OCCCCONC1=CC=CC=C1